C12(CC(C1)C2)N2CC(NS(C1=C2C=C(C=C1)SC)(=O)=O)COCC 5-(bicyclo[1.1.1]pentan-1-yl)-3-(ethoxymethyl)-7-(methylthio)-1,1-dioxido-2,3,4,5-tetrahydrobenzo[f][1,2,5]thiadiazepin